5-fluoro-2-methoxybenzoyl chloride FC=1C=CC(=C(C(=O)Cl)C1)OC